N(=[N+]=[N-])[C@@H]1C[C@@H](N(C1)C(=O)NC1=CC=C(C=C1)Cl)C(=O)NC1=C(C=CC(=C1)C(CCC1CC1)(N[S@](=O)C(C)(C)C)C1=CC(=CC=C1)C#N)F (2R,4R)-4-azido-N1-(4-chlorophenyl)-N2-(5-(1-(3-cyanophenyl)-3-cyclopropyl-1-((R)-1,1-dimethylethylsulfinamido)propyl)-2-fluorophenyl)pyrrolidine-1,2-dicarboxamide